5-(2-chloro-5-(isobutyrylaminomethyl)benzoylamino)-1-methyl-N-(4'-(trifluoromethyl)-[1,1'-biphenyl]-3-yl)-1H-indole-2-carboxamide ClC1=C(C(=O)NC=2C=C3C=C(N(C3=CC2)C)C(=O)NC=2C=C(C=CC2)C2=CC=C(C=C2)C(F)(F)F)C=C(C=C1)CNC(C(C)C)=O